1-(tert-Butyl)-5-methyl-3-(4-ethylphenyl)-pyrazole-4-ol C(C)(C)(C)N1N=C(C(=C1C)O)C1=CC=C(C=C1)CC